2-(2,4-difluorophenyl)-1-(4-(9-(5-methoxy-1H-indol-1-yl)nonyl)piperazin-1-yl)-3-(1H-1,2,4-triazol-1-yl)propan-2-ol FC1=C(C=CC(=C1)F)C(CN1CCN(CC1)CCCCCCCCCN1C=CC2=CC(=CC=C12)OC)(CN1N=CN=C1)O